[C-]1(C=CC=C1)C=O.[CH-]1C=CC=C1.[Fe+2] Ferrocenaldehyd